CC1OC(OC(C12COC(OC2)CCO)(C)C)(CCO)C tetramethyl-2,4,8,10-tetraoxaspiro[5.5]-undecane-3,9-diethanol